CC1(CCN(CC1)C=1OC2=C(C=C(C=C2C(C1C)=O)C)[C@@H](C)NC1=CC=CC2=C1B(OC2=O)O)C (R)-2-(4,4-dimethylpiperidin-1-yl)-8-(1-((1-hydroxy-3-oxo-1,3-dihydrobenzo[c][1,2]oxaborol-7-yl)amino)ethyl)-3,6-dimethyl-4H-chromen-4-one